[8-{(6-chloropyridin-3-yl)oxy}quinolin-5-yl]methylamine ClC1=CC=C(C=N1)OC=1C=CC(=C2C=CC=NC12)CN